NC=CCC1=CC(=NC(N1)=O)N 6-aminoallyl-cytosine